(2,5-dioxopyrrolidin-1-yl)5-(2-oxo-1,3,3a,4,6,6a-hexahydrothieno[3,4-d]imidazol-4-yl)pentanoate O=C1N(C(CC1)=O)C(C(=O)[O-])CCCC1SCC2NC(NC21)=O